1-benzyl-4-phenyl-2-(m-methylphenyl)-1H-imidazole C(C1=CC=CC=C1)N1C(=NC(=C1)C1=CC=CC=C1)C1=CC(=CC=C1)C